tert-butyl 1-[[(3-chloropyridin-2-yl) oxy] methyl]-2-azabicyclo[3.1.0]hexane-2-carboxylate ClC=1C(=NC=CC1)OCC12N(CCC2C1)C(=O)OC(C)(C)C